amino-propanediol NC(CC)(O)O